BrC=1N=C(C=2N(C1)N=C(N2)C(=O)OCC)N2CCOCC2 ethyl 6-bromo-8-morpholino-[1,2,4]triazolo[1,5-a]pyrazine-2-carboxylate